(5-(3-((4-chlorobenzyl)amino)-2-hydroxypropoxy)-2-methyl-1-(p-tolyl)-1H-indol-3-yl)ethanone tert-butyl-5-bromo-2,3-dihydrospiro[indene-1,4'-piperidine]-1'-carboxylate C(C)(C)(C)OC(=O)N1CCC2(CC1)CCC1=CC(=CC=C12)Br.ClC1=CC=C(CNCC(COC=2C=C3C(=C(N(C3=CC2)C2=CC=C(C=C2)C)C)C(C)=O)O)C=C1